[Si](C)(C)(C(C)(C)C)OC1CC(N(C1)C(=O)OC(C)(C)C)C(=O)OC 1-tert-Butyl 2-methyl 4-((tert-butyldimethylsilyl)oxy)pyrrolidine-1,2-dicarboxylate